C(C)(C)(C)C=1N=CC2=C(N1)CCN(C2)C(=O)C2=C(OC=1N=CN=C(C12)NC1(CC1)C)C 5-{2-tert-butyl-5h,6h,7h,8h-pyrido[4,3-d]pyrimidine-6-carbonyl}-6-methyl-N-(1-methylcyclopropyl)furo[2,3-d]pyrimidin-4-amine